N-(5-(N-(2,6-dimethylphenyl)sulfamoyl)-6-methoxypyridin-3-yl)-1-methyl-4,5,6,7-tetrahydro-1H-indazole-3-carboxamide CC1=C(C(=CC=C1)C)NS(=O)(=O)C=1C=C(C=NC1OC)NC(=O)C1=NN(C=2CCCCC12)C